(S)-7-(5-Chloro-1H-pyrazol-4-yl)-3-(1-(3-chlorophenyl)-2-hydroxyethyl)-2,3-dihydroquinazolin-4(1H)-one ClC1=C(C=NN1)C1=CC=C2C(N(CNC2=C1)[C@H](CO)C1=CC(=CC=C1)Cl)=O